ethyl (2-(2-(3-amino-4-(2-methoxyethoxy)phenyl)thiazol-4-yl)acetyl)glycinate NC=1C=C(C=CC1OCCOC)C=1SC=C(N1)CC(=O)NCC(=O)OCC